(R,E)-N-((7-(4-cyanophenoxy)-2-methylbenzofuran-3-yl)methyl)-3-(3-hydroxy-3-methyl-4-oxo-2,3,4,5-tetrahydro-1H-pyrido[2,3-b][1,4]diazepin-8-yl)-N-methylacrylamide C(#N)C1=CC=C(OC2=CC=CC=3C(=C(OC32)C)CN(C(\C=C\C3=CC2=C(NC([C@](CN2)(C)O)=O)N=C3)=O)C)C=C1